NC1=NC=C(C(=C1)C1=NNC2=NC(=CN=C21)N2CCC(CC2)(O)CN)Cl 1-[3-(2-amino-5-chloropyridin-4-yl)-1H-pyrazolo[3,4-b]-pyrazin-6-yl]-4-(aminomethyl)-piperidin-4-ol